C(#N)C1=CC(=NC=C1)N1C(=C(C2=C1N=CN=C2N2C[C@H](N(C[C@@H]2C)C(=O)OC(C)(C)C)C)C(F)(F)F)C tert-butyl (2R,5S)-4-(7-(4-cyanopyridin-2-yl)-6-methyl-5-(trifluoromethyl)-7H-pyrrolo[2,3-d]pyrimidin-4-yl)-2,5-dimethylpiperazine-1-carboxylate